6-Bromo-4-(4-methoxybenzyloxy)pyrazolo[1,5-a]pyridine-3-carbonitrile BrC=1C=C(C=2N(C1)N=CC2C#N)OCC2=CC=C(C=C2)OC